1-(4-amino-8-methoxy-5,5-dimethyl-6H-benzo[h]quinazolin-7-yl)azetidin-3-ol NC1=NC=NC=2C3=C(CC(C12)(C)C)C(=C(C=C3)OC)N3CC(C3)O